ClC=1C(=NC(=C(C(=O)NC2=CC(=NC=C2)S(N)(=O)=O)C1C)C1CCC(CC1)C)C 5-Chloro-4,6-dimethyl-2-(4-methylcyclohexyl)-N-(2-sulfamoylpyridin-4-yl)nicotinamide